C(C)N1C=NC2=C1N=NC=C2C=2C=CC(=C(C2)C2=CC1=CN(N=C1C=C2OC)C=2C(=NOC2C)C)F 4-(5-(5-(7-ethyl-7H-imidazo[4,5-c]pyridazin-4-yl)-2-fluorophenyl)-6-methoxy-2H-Indazol-2-yl)-3,5-dimethylisoOxazole